FC1=CC(=CC=2C[C@@H]3N(CC12)CCOC3)C(=O)NO (S)-7-fluoro-N-hydroxy-1,3,4,6,11,11a-hexahydro-[1,4]oxazino[4,3-b]isoquinoline-9-carboxamide